1-(4-amino-2-fluorophenyl)piperidin-4-ol bis[(9H-fluoren-9-yl)methyl][(1R)-1-(5-{[(3R)-pyrrolidin-3-yl]methyl}-1,3,4-oxadiazol-2-yl)pentane-1,5-diyl]biscarbamate C1=CC=CC=2C3=CC=CC=C3C(C12)CN(C(=O)OC1CCN(CC1)C1=C(C=C(C=C1)N)F)[C@H](CCCCN(C(O)=O)CC1C2=CC=CC=C2C=2C=CC=CC12)C=1OC(=NN1)C[C@@H]1CNCC1